C(#N)C=1C=C(C=CC1F)C=1N=C2N(C(C1C)=O)C=C(C=C2[C@H](C)NC2=C(C(=O)O)C=CC=C2)C (S)-2-((1-(2-(3-cyano-4-fluorophenyl)-3,7-dimethyl-4-oxo-4H-pyrido[1,2-a]pyrimidin-9-yl)ethyl)amino)benzoic acid